N1=CC=CC2=C1NC1=CC=CC=C21 pyrido[2,3-b]indole